FC=1C=C(C=CC1)C1CC=NN1C=1C2=C(N=C(N1)NC1=CC=C(C=C1)N1CCN(CC1)C)C=CS2 4-(5-(3-fluorophenyl)-4,5-dihydro-1H-pyrazol-1-yl)-N-(4-(4-methylpiperazin-1-yl)phenyl)thieno[3,2-d]pyrimidin-2-amine